Cl.N[C@@H](CC(=O)OCC)C=1C=C(C=C(C1F)C(F)(F)F)C1=C(C=C(C=C1C)F)OC(C)CCC=C Ethyl (3S)-3-amino-3-(4,4'-difluoro-2'-(hex-5-en-2-yloxy)-6'-methyl-5-(trifluoromethyl)-[1,1'-biphenyl]-3-yl)propanoate hydrochloride